ClC1=NC(=C(C(=C1C#N)C1CC1)C#N)N1C[C@@H](CCC1)O (R)-2-chloro-4-cyclopropyl-6-(3-hydroxypiperidin-1-yl)pyridine-3,5-dicarbonitrile